ethyl (4-(4-acetamido-3-isopropylbenzyl)phenyl)glycinate C(C)(=O)NC1=C(C=C(CC2=CC=C(C=C2)NCC(=O)OCC)C=C1)C(C)C